C(C1=CC=CC=C1)OC(=O)N(C(C)C)CC=1C=CC(=C(C(=O)OC)C1)OCC Methyl 5-((((benzyloxy) carbonyl) (isopropyl) amino) methyl)-2-ethoxybenzoate